C1(CC1)CCNC(COC=1C=2N(C=C(C1)OC)N=C(C2)C=2N=C1SC(=NN1C2)OC)=O N-(2-cyclopropylethyl)-2-(6-methoxy-2-(2-methoxyimidazo[2,1-b][1,3,4]thiadiazol-6-yl)pyrazolo[1,5-a]pyridin-4-yloxy)acetamide